2-[(4-{6-[(4-chloro-2-fluorobenzyl)oxy]pyridin-2-yl}piperidin-1-yl)methyl]-1-[(2,5-dimethyl-1,3-oxazol-4-yl)methyl]-1H-benzimidazole-6-carboxylic acid ClC1=CC(=C(COC2=CC=CC(=N2)C2CCN(CC2)CC2=NC3=C(N2CC=2N=C(OC2C)C)C=C(C=C3)C(=O)O)C=C1)F